tert-butyl N-(1-{2-[4-chloro-6-(morpholin-4-yl)pyridin-2-yl]ethynyl}cyclopropyl)carbamate ClC1=CC(=NC(=C1)N1CCOCC1)C#CC1(CC1)NC(OC(C)(C)C)=O